2-(4-tert-Butylphenyl)-4,5,6,7-tetradeuterio-1H-benzo[d]imidazole C(C)(C)(C)C1=CC=C(C=C1)C1=NC2=C(N1)C(=C(C(=C2[2H])[2H])[2H])[2H]